C(C)(C)(C)OC(NCCNC(=O)C=1SC(=C(N1)C)OC1=C(C=C(C=C1)N1N=CN(C1=O)CC1=C(C=CC=C1)F)F)=O (2-(5-(2-fluoro-4-(4-(2-fluorobenzyl)-5-oxo-4,5-dihydro-1H-1,2,4-triazol-1-yl)phenoxy)-4-methylthiazole-2-carboxamido)ethyl)carbamic acid tert-butyl ester